(S)-4-(2-(3-fluorobenzamido)-3-phenylpropionamido)benzene-1-sulfonyl chloride FC=1C=C(C(=O)N[C@H](C(=O)NC2=CC=C(C=C2)S(=O)(=O)Cl)CC2=CC=CC=C2)C=CC1